1-iodo-3-(tetradecanoyloxy)propan-2-yl tetradecanoate C(CCCCCCCCCCCCC)(=O)OC(CI)COC(CCCCCCCCCCCCC)=O